CC(CCO)=CC=CC 3-methylhepta-3,5-dien-1-ol